N,N-diglycidyl-o-methylaniline C(C1CO1)N(C1=C(C=CC=C1)C)CC1CO1